ClC1=C(C=CC(=C1)CS(=O)(=O)C)C1COCCCN1C1=NC(=NC(=C1)C)N 4-(3-(2-chloro-4-((methylsulfonyl)methyl)phenyl)-1,4-oxazepan-4-yl)-6-methylpyrimidin-2-amine